[C@@H]12NC[C@@H]([C@@H](C1)OC(=O)C=1C(=NOC1C1CC1)C1=C(C=CC=C1)C(F)(F)F)C2 5-cyclopropyl-3-[2-(trifluoromethyl)phenyl]-1,2-oxazole-4-carboxylic acid (1S,4S,5R)-2-azabicyclo[2.2.1]heptane-5-yl ester